8-(1-methyl-1H-imidazol-4-yl)-2-(5-((3-methyloxetan-3-yl)methoxy)-1H-benzo[d]imidazol-1-yl)quinoline CN1C=NC(=C1)C=1C=CC=C2C=CC(=NC12)N1C=NC2=C1C=CC(=C2)OCC2(COC2)C